N-(3-cyano-4-ethyl-1H-indol-7-yl)-2,2,2-trifluoroacetamide C(#N)C1=CNC2=C(C=CC(=C12)CC)NC(C(F)(F)F)=O